O=C1OCC2=CC(=CC=C12)CNC(OC(C)(C)C)=O tert-butyl ((1-oxo-1,3-dihydroisobenzofuran-5-yl)methyl)carbamate